ClC1=CC=C(C=C1C1=CC=CC=C1)N 6-chloro-(1,1'-biphenyl)-3-amine